NC=1C=CC(=C(C1)NC1=NC(=NC=C1C1=CC=C(C=C1)C(F)(F)F)NC1CC1)F N4-(5-amino-2-fluorophenyl)-N2-cyclopropyl-5-[4-(trifluoromethyl)phenyl]pyrimidine-2,4-diamine